(R or S)-3-((4-amino-7-(2-methoxy-5-(2-(methylamino)ethoxy)benzyl)imidazo[2,1-f][1,2,4]triazin-2-yl)oxy)hexan-1-ol NC1=NC(=NN2C1=NC=C2CC2=C(C=CC(=C2)OCCNC)OC)O[C@@H](CCO)CCC |o1:25|